OC=1C=CC(=C(C1)C1CCC(CC1)=O)C(F)(F)F 4-(5-hydroxy-2-(trifluoromethyl)phenyl)cyclohexan-1-one